NCC1CCC(O1)CC1OC(CC1)CN Bis(5-aminomethyl-tetrahydrofuran-2-yl)methan